octen-1-yl-cyclopentanone Methyl-(2R,5R)-5-{(1R,3aR,4S,7aR)-4-[(tert-butyldimethylsilyl)oxy]-7a-methyloctahydro-1H-inden-1-yl}-2-fluorohexanoate COC([C@@H](CC[C@@H](C)[C@H]1CC[C@H]2[C@H](CCC[C@]12C)O[Si](C)(C)C(C)(C)C)F)=O.C(=CCCCCCC)C1C(CCC1)=O